ClC1=C(C=CC=C1C1=NN(C=C1)C(C)C)SC=1N=C2C=NC(=NC2=NC1)N1CCC2([C@@H]([C@@H](OC2)C)N)CC1 (3S,4S)-8-(6-((2-chloro-3-(1-isopropyl-1H-pyrazole-3-yl)phenyl)mercapto)pteridine-2-yl)-3-methyl-2-oxa-8-azaspiro[4.5]decane-4-amine